NCC(CCC(=O)[O-])O 5-amino-4-hydroxyvalerate